N1-(2-(dimethylamino)ethyl)-5-methoxy-N1-methyl-N4-(4-(3-methyl-1H-indazol-1-yl)pyridin-2-yl)-2-nitrobenzene-1,4-diamine CN(CCN(C1=C(C=C(C(=C1)OC)NC1=NC=CC(=C1)N1N=C(C2=CC=CC=C12)C)[N+](=O)[O-])C)C